4-(2-Methoxycarbonyl-4-methoxyl-3-methylphenyl)-7-methoxyl-quinoline COC(=O)C1=C(C=CC(=C1C)OC)C1=CC=NC2=CC(=CC=C12)OC